C1(CCCC1)CS(=O)(=O)NC1=C(C=C(C=C1)C1=CC2=C(N=C(N=C2)NC2CCC(CC2)N(C)C)N(C1=O)C(C)C)F 1-Cyclopentyl-N-(4-(2-(((1r,4r)-4-(dimethylamino)cyclohexyl)amino)-8-isopropyl-7-oxo-7,8-dihydropyrido[2,3-d]pyrimidin-6-yl)-2-fluorophenyl)methanesulfonamide